(Z)-Methyl 3-(((4-((2-(dimethylamino)ethoxy)carbamoyl)phenyl)amino)(phenyl)methylene)-2-oxoindoline-6-carboxylate CN(CCONC(=O)C1=CC=C(C=C1)N\C(=C\1/C(NC2=CC(=CC=C12)C(=O)OC)=O)\C1=CC=CC=C1)C